1-(2,4-Dihydroxyphenyl)-3-[4-[4-hydroxy-5-[3-(4-hydroxyphenyl)prop-2-enoyl]-2-methoxyphenoxy]phenyl]prop-2-en-1-one OC1=C(C=CC(=C1)O)C(C=CC1=CC=C(C=C1)OC1=C(C=C(C(=C1)C(C=CC1=CC=C(C=C1)O)=O)O)OC)=O